(2Z)-2-butene-dioate C(\C=C/C(=O)[O-])(=O)[O-]